(R)-6,6-dimethyl-N'-(((R)-2-methyl-2,4,5,6-tetrahydro-1H-cyclobuta[f]inden-3-yl)carbamoyl)-6,7-dihydro-5H-pyrazolo[5,1-b][1,3]oxazine-3-sulfonimidamide CC1(CN2C(OC1)=C(C=N2)[S@@](=O)(N)=NC(NC2=C1C(=CC=3CCCC23)C[C@H]1C)=O)C